tert-Butyl (1S,4S)-5-benzyl-6-(1-hydroxyethyl)-2,5-diazabicyclo[2.2.1]heptane-2-carboxylate C(C1=CC=CC=C1)N1[C@@H]2CN([C@H](C1C(C)O)C2)C(=O)OC(C)(C)C